CN(C1=CC=NC2=C(C=C(C=C12)C(F)(F)F)C(F)(F)F)C(C)C1=NC=CN=C1C1=NC=CC=N1 N-methyl-N-[1-(3-pyrimidin-2-ylpyrazin-2-yl)ethyl]-6,8-bis(trifluoromethyl)quinolin-4-amine